[Cl-].[Cl-].ClC(C1=CC=C(C=C1)C(=[Zr+2](C1=CC=CC2=C3C(=C4C=5C=CC=CC5CC4=C21)C=CC=C3)C3C=CC=C3)C3=CC=C(C=C3)C(Cl)(Cl)Cl)(Cl)Cl di-(p-trichloromethyl-phenyl)methylene(cyclopentadienyl)(dibenzofluorenyl)zirconium dichloride